C1(CC1)C1=C(C=C(C=C1O)C=1OC2=C(C1)C=CC=C2)O 2-(4-cyclopropyl-3,5-dihydroxyphenyl)benzofuran